1-(tetrahydro-2H-pyran-4-yl)-1H-1,2,4-triazaindene O1CCC(CC1)N1N=CC2=NC=CC=C12